5-amino-4-(6-(((3R,4R)-1-(tert-butoxycarbonyl)-3-methylpiperidin-4-yl)amino)-1-methyl-1H-indazol-3-yl)-4-methyl-5-oxopentanoic acid sodium hydroxide [OH-].[Na+].NC(C(CCC(=O)O)(C)C1=NN(C2=CC(=CC=C12)N[C@H]1[C@@H](CN(CC1)C(=O)OC(C)(C)C)C)C)=O